C(C)C1NCCC2=C1NC1=CC(=CC=C21)C 1-Ethyl-7-methyl-2,3,4,9-tetrahydro-1H-pyrido[3,4-b]indole